COC1=NC(=C(C2=C1C=CS2)NC2=CC=CC=C2)C=2C=NN(C2)C2CN(C2)C(=O)OC(C)(C)C tert-butyl 3-(4-(4-methoxy-7-(phenylamino)thieno[3,2-c]pyridin-6-yl)-1H-pyrazol-1-yl)azetidine-1-carboxylate